N1N=CC2=CC=C(C=C12)C=1C2=C(NN1)C1=C(C2)SC(=C1)C1=CC=C(C=C1)CN1CCN(CC1)C 3-(1H-indazol-6-yl)-6-(4-((4-methylpiperazin-1-yl)methyl)phenyl)-1,4-dihydrothieno[2',3':4,5]cyclopenta[1,2-c]pyrazole